(S)-3-(2-(2-methylazetidin-1-yl)-6,7-dihydro-5H-cyclopenta[d]pyrimidin-4-yl)aniline C[C@@H]1N(CC1)C=1N=C(C2=C(N1)CCC2)C=2C=C(N)C=CC2